O[C@H]1C[C@@H](CC1)NC1=NC(=NC=C1C=O)SC |r| (±)-4-{[(1R,3R)-3-hydroxycyclopentyl]amino}-2-(methylsulfanyl)pyrimidine-5-carbaldehyde